C(C)(C)(C)OC(=O)N1[C@H]2CC(C[C@@H]1CC2)COS(=O)(=O)CC2=CC=CC=C2 (1R,5S)-3-((toluenesulfonyloxy)methyl)-8-azabicyclo[3.2.1]octane-8-carboxylic acid tert-butyl ester